C(C)C1=CC(=C(C=C1)C1=NN2C(O[C@@H](CC2)C)=C1C(=O)OCC)F Ethyl (5R)-2-(4-ethyl-2-fluorophenyl)-5-methyl-6,7-dihydro-5H-pyrazolo[5,1-b][1,3]oxazine-3-carboxylate